5-(4-(methylsulfinyl)phenoxy)-1H-1,2,3-triazole-4-carboxylic acid CS(=O)C1=CC=C(OC2=C(N=NN2)C(=O)O)C=C1